(6-chloro-4-(hydroxymethyl)-1H-pyrrolo[2,3-B]pyridin-1-yl)-N,N-dimethylacetamide ClC1=CC(=C2C(=N1)N(C=C2)CC(=O)N(C)C)CO